CN1C=NC2=C1C=C(C=C2)CN2CCC1(CC2)COC2=C3CN(C(C3=CC=C21)=O)C2C(NC(CC2)=O)=O 3-(1'-((1-methyl-1H-benzo[d]imidazol-6-yl)methyl)-6-oxo-6,8-dihydro-2H,7H-spiro[furo[2,3-e]isoindole-3,4'-piperidin]-7-yl)piperidine-2,6-dione